[N+](=O)([O-])C1=NC(N=C1)=O 5-nitro-2,2,4-triazol-3-one